tert-butyl 4-((3-(2,4-dioxotetrahydropyrimidin-1(2H)-yl)benzo[d]isoxazol-5-yl)methyl)azepane-1-carboxylate O=C1N(CCC(N1)=O)C1=NOC2=C1C=C(C=C2)CC2CCN(CCC2)C(=O)OC(C)(C)C